(S)-5-methyl-7-(3-morpholinoprop-1-yn-1-yl)-3-(tritylamino)-2,3-dihydrobenzo[b][1,4]Oxazepine-4(5H)-one CN1C2=C(OC[C@@H](C1=O)NC(C1=CC=CC=C1)(C1=CC=CC=C1)C1=CC=CC=C1)C=CC(=C2)C#CCN2CCOCC2